(8-((4-(ethylamino)-5-(trifluoromethyl)-7H-pyrrolo[2,3-d]pyrimidin-2-yl)amino)-2,3-dihydrobenzo[b][1,4]dioxin-5-yl)(morpholino)meth-anone 2,2,2-trifluoroacetate FC(C(=O)O)(F)F.C(C)NC=1C2=C(N=C(N1)NC1=CC=C(C3=C1OCCO3)C(=O)N3CCOCC3)NC=C2C(F)(F)F